tert-butyl-rel-(2R,3R)-3-(aminomethyl)-3-[(2-methylpropane-2-sulfinyl)amino]-2-({[(CIS)-4-phenylcyclohexyl]oxy}methyl)piperidine-1-carboxylate C(C)(C)(C)OC(=O)N1[C@H]([C@](CCC1)(NS(=O)C(C)(C)C)CN)CO[C@@H]1CC[C@@H](CC1)C1=CC=CC=C1 |o1:8,9|